4-(2-((1-((1R,5S)-8-oxabicyclo[3.2.1]octan-3-yl)-1H-pyrazol-4-yl)amino)-5-methylpyrimidin-4-yl)-N-(cyanomethyl)benzamide [C@H]12CC(C[C@H](CC1)O2)N2N=CC(=C2)NC2=NC=C(C(=N2)C2=CC=C(C(=O)NCC#N)C=C2)C